2-(1-propionylindol-5-yl)-1-((2-(trimethylsilyl)ethoxy)methyl)-1H-imidazole-4-carboxylic acid C(CC)(=O)N1C=CC2=CC(=CC=C12)C=1N(C=C(N1)C(=O)O)COCC[Si](C)(C)C